C(C)(=O)N1CC=2N(CC1)C(=C(N2)C2=CC=C(C=C2)F)C=2C=CC=1N(C2)C(=CN1)C(=O)N 6-(7-acetyl-2-(4-fluorophenyl)-5,6,7,8-tetrahydroimidazo[1,2-a]pyrazin-3-yl)imidazo[1,2-a]pyridine-3-carboxamide